FC=1C=C(C=C(C1)F)[C@@H]1CCC2=NN(C(N21)=O)[C@@H]2C[C@H](C2)OC2=CC=NC=1N2N=CC1 (5S)-5-(3,5-difluorophenyl)-2-{trans-3-[(pyrazolo[1,5-a]pyrimidin-7-yl)oxy]cyclobutyl}-2,5,6,7-tetrahydro-3H-pyrrolo[2,1-c][1,2,4]triazol-3-one